tert-Butyl-Carboxylic Acid C(C)(C)(C)C(=O)O